ClC(C(O)C12CC(C1)(C2)NC(OCC2=CC=CC=C2)=O)(Cl)Cl benzyl N-[3-(2,2,2-trichloro-1-hydroxyethyl)bicyclo[1.1.1]pentan-1-yl]carbamate